(S)-8-(3-fluorophenyl)-3-(1-hydroxypropan-2-yl)-6-(5-(trifluoromethyl)pyridin-2-yl)pyrido[3,4-d]pyrimidin-4(3H)-one FC=1C=C(C=CC1)C1=NC(=CC2=C1N=CN(C2=O)[C@H](CO)C)C2=NC=C(C=C2)C(F)(F)F